[Cl-].C[N+](CCOC(C(=C)C)=O)(C)C N,N,N-trimethyl-2-(2-methyl-2-propenoyloxy)ethanaminium chloride